4-(2-azidopropan-2-yl)-6-chloro-1-((1R,2S,3S)-2-methyl-3-(methylsulfonyl)cyclobutoxy)-2,7-naphthyridine N(=[N+]=[N-])C(C)(C)C1=CN=C(C2=CN=C(C=C12)Cl)O[C@H]1[C@@H]([C@H](C1)S(=O)(=O)C)C